N-(1-(Tert-butyl)-5-fluoro-1H-pyrazol-4-yl)-3-(3-fluoro-2-methyl-8-morpholinoimidazo[1,2-a]pyridin-6-yl)-4-methylbenzamide C(C)(C)(C)N1N=CC(=C1F)NC(C1=CC(=C(C=C1)C)C=1C=C(C=2N(C1)C(=C(N2)C)F)N2CCOCC2)=O